NCCC[Si](O[Si](C)(C)C)(O[Si](C)(C)C)C Aminopropylmethylbis(trimethylsiloxy)silane